C(#N)C=1C(=NC(=C(C1CC)C#N)N1CCNCCC1)N[C@@H](C(=O)N)C1=CC=CC=C1 (R)-2-((3,5-dicyano-6-(1,4-diazepan-1-yl)-4-ethylpyridin-2-yl)amino)-2-phenylacetamide